perfluoro-1,3-dioxaheptane FC(O)(OC(C(C(C(F)(F)F)(F)F)(F)F)(F)F)F